1-isopropyl-N-(6-(1-methyl-1H-pyrazol-4-yl)isoquinolin-3-yl)piperidine-4-carboxamide C(C)(C)N1CCC(CC1)C(=O)NC=1N=CC2=CC=C(C=C2C1)C=1C=NN(C1)C